COC1=CC=2C(=C3C(=NC2C=C1)CCOCC3)NC3CCN(CC3)C N-{9-methoxy-1H,2H,4H,5H-oxepino[4,5-b]quinolin-11-yl}-1-methylpiperidin-4-amine